C(C)(C)(C)OC(=O)CS(=O)(=O)NCC1=C(C=C(C(=O)O)C=C1)OCC1CC1 4-((N-(tert-butoxycarbonyl)methylsulfonylamino)methyl)-3-(cyclopropylmethoxy)benzoic acid